[OH-].C(CCCC)[P+](CCCCC)(CCCCC)CCCCC tetra-n-pentyl-phosphonium hydroxide